C(C1=CC=CC=C1)C(=O)ONO N-(benzylcarbonyloxy)hydroxylamine